(S)-N-Benzyl-N-(5-(2-cyanopyrrolidin-1-yl)-4-methyloxazol-2-yl)-2,2,2-trifluoroacetamide C(C1=CC=CC=C1)N(C(C(F)(F)F)=O)C=1OC(=C(N1)C)N1[C@@H](CCC1)C#N